1-(but-3-enyl) cyclopentylacetate C1(CCCC1)CC(=O)OCCC=C